ClC1=NC(=C(C(=N1)N1CCC(CC1)OC1=CC2=C(OC(C(O2)([2H])[2H])([2H])[2H])C=C1)C)C 2-Chloro-4-(4-((2,3-dihydrobenzo[b][1,4]dioxin-6-yl-2,2,3,3-d4)oxy)piperidin-1-yl)-5,6-dimethylpyrimidine